2,3-diacetoxy-1-allyl-propane C(C)(=O)OC(CCC=C)COC(C)=O